C(C)(C)C1CC(NC1)=O 4-isopropyl-2-pyrrolidone